C(C1=CC=CC=C1)OC=1C=C(C#N)C=C(C1C(=O)N1CC2=CC=CC=C2C1)O 3-(Benzyloxy)-5-hydroxy-4-(isoindoline-2-carbonyl)benzonitrile